deoxy-Guanosine [C@@H]1(C[C@H](O)[C@@H](CO)O1)N1C=NC=2C(=O)NC(N)=NC12